4-[(2S,4S)-1-[(5-methoxy-7-methyl-1H-Indol-4-yl)methyl]-4-(2-methoxyethoxy)piperidin-2-yl]benzoic acid COC=1C(=C2C=CNC2=C(C1)C)CN1[C@@H](C[C@H](CC1)OCCOC)C1=CC=C(C(=O)O)C=C1